2-(4-(6-((4-chloro-2-fluorobenzyl)oxy)pyridin-2-yl)-2,5-difluorobenzyl)-1-((3S,4S)-4-(methoxymethyl)-4-methyltetrahydrofuran-3-yl)-1H-benzo[d]imidazole-6-carboxylic acid ClC1=CC(=C(COC2=CC=CC(=N2)C2=CC(=C(CC3=NC4=C(N3[C@@H]3COC[C@]3(C)COC)C=C(C=C4)C(=O)O)C=C2F)F)C=C1)F